FC(C=1C(=NC(=NC1)NC1CCN(CC1)C(=O)OC(C)(C)C)C1=NN(C2=CC=CC=C12)COCC[Si](C)(C)C)(F)F tert-butyl 4-((5-(trifluoromethyl)-4-(1-((2-(trimethylsilyl)ethoxy)methyl)-1H-indazol-3-yl)pyrimidin-2-yl)amino)piperidine-1-carboxylate